FC(C=1C=CC(=NC1)N[C@@H]1CC[C@H](CC1)S(=O)(=O)C1=CC=C(C=C1)C1=CC=C2CCN=CC2=C1)(F)F 7-(4-((trans-4-((5-(trifluoromethyl)pyridin-2-yl)amino)cyclohexyl)sulfonyl)phenyl)-3,4-dihydroisoquinolin